CC=1C(=C(C(=CC1)C(C)C)O)C(C)C 3-methyl-2,6-diisopropyl-phenol